C1=C(NC=N1)CC(=O)C(=O)[O-] imidazole-pyruvate